1-(3-bromophenyl)cyclopropane BrC=1C=C(C=CC1)C1CC1